rac-(1R,5S,6S)-5-((1-oxo-1,3-dihydroisobenzofuran-5-yl)oxy)-3-azabicyclo[4.1.0]heptane-3-carboxylic acid tert-butyl ester C(C)(C)(C)OC(=O)N1C[C@@H]2C[C@@H]2[C@@H](C1)OC=1C=C2COC(C2=CC1)=O |r|